N-(2-Hydroxy-8-methyl-4-phenyl-2-(trifluoromethyl)-2H-chromen-3-yl)acetamide OC1(OC2=C(C=CC=C2C(=C1NC(C)=O)C1=CC=CC=C1)C)C(F)(F)F